1-(5-bromo-4-fluoro-2-iodo-phenyl)-3-[(1S)-1-(2-pyrimidin-2-yl-1,2,4-triazol-3-yl)ethyl]urea BrC=1C(=CC(=C(C1)NC(=O)N[C@@H](C)C=1N(N=CN1)C1=NC=CC=N1)I)F